(2,4-Dimethoxybenzyl)-2-[3-(trifluoromethyl)-1H-1,2,4-triazol-1-yl]Benzenesulfonamide COC1=C(CC=2C(=C(C=CC2)S(=O)(=O)N)N2N=C(N=C2)C(F)(F)F)C=CC(=C1)OC